2,4,6,8-tetravinylcyclotetrasiloxane C(=C)[SiH]1O[SiH](O[SiH](O[SiH](O1)C=C)C=C)C=C